tert-butyl (Z)-4-(4-nitro-2-((2-tosylhydrazineylidene)methyl)phenyl)-1,4-diazepane-1-carboxylate [N+](=O)([O-])C1=CC(=C(C=C1)N1CCN(CCC1)C(=O)OC(C)(C)C)\C=N/NS(=O)(=O)C1=CC=C(C)C=C1